C(OC=1C=NC=C(C1)OC1=CC(=NC=C1)Cl)(=S)SC O-(5-((2-chloropyridin-4-yl) oxy) pyridin-3-yl) S-methyl carbonodithioate